[C-]1(C=CC=C1)[C@]1(CO)CC=CC=C1.[CH-]1C=CC=C1.[Fe+2] (R)-1-ferrocenylbenzyl alcohol